BrC1=CC=C(C(=N1)C(C)(C(C(C(F)(F)F)(O)O)(F)F)CC(C)([S@@](=O)N)C)F (R)-2-(6-Bromo-3-fluoropyridin-2-yl)-3,3,5,5,5-pentafluoro-4,4-dihydroxypentan-2-yl-2-methylpropane-2-sulfinamide